N-(2-(4-methylpiperazin-1-yl)pyridin-4-yl)-3-(4-(4-methylpiperazin-1-yl)quinazolin-6-yl)-1H-pyrrolo[2,3-b]pyridin-5-amine CN1CCN(CC1)C1=NC=CC(=C1)NC=1C=C2C(=NC1)NC=C2C=2C=C1C(=NC=NC1=CC2)N2CCN(CC2)C